5-(benzyl(methyl)amino)-N-(3-hydroxyphenyl)-3-methyl-7-(1H-pyrazol-4-yl)pyrazolo[1,5-a]pyrimidine-2-carboxamide C(C1=CC=CC=C1)N(C1=NC=2N(C(=C1)C=1C=NNC1)N=C(C2C)C(=O)NC2=CC(=CC=C2)O)C